ethylerucate C(C)OC(CCCCCCCCCCC\C=C/CCCCCCCC)=O